COC=1C=C2C(N(NC2=C2C1C=CC=C2)C2=CC=CC=C2)=O 5-Methoxy-2-phenyl-1H-benzo[g]indazol-3(2H)-on